sodium tetradecyl ethanesulfonate C(C)S(=O)(=O)OCCCCCCCCCCCCCC.[Na]